8-fluoro-2-(((2R,7aS)-2-fluorotetrahydro-1H-pyrrolizin-7a(5H)-yl)methoxy)-5-isopropoxypyrido[4,3-d]pyrimidin-4-amine FC1=CN=C(C2=C1N=C(N=C2N)OC[C@]21CCCN1C[C@@H](C2)F)OC(C)C